NC1=CC=C(CCN2[C@H](O[C@H](C2=O)C)C=2C(=NN(C2)C2=CC=C(C=C2)Br)C2=CSC=C2)C=C1 (2R,5S)-3-(4-aminophenethyl)-2-(1-(4-bromophenyl)-3-(thiophen-3-yl)-1H-pyrazol-4-yl)-5-methyloxazolidin-4-one